CC1(CCC2(OCCO2)CC1)O 8-methyl-1,4-dioxaspiro[4.5]decan-8-ol